(R)-5-(bicyclo[1.1.1]pentan-1-yl)-7-bromo-3-cyclohexyl-8-methoxy-2-methyl-2,3,4,5-tetrahydrobenzo[f][1,2,5]thiadiazepine 1,1-dioxide C12(CC(C1)C2)N2C[C@H](N(S(C1=C2C=C(C(=C1)OC)Br)(=O)=O)C)C1CCCCC1